1R-(-)-menthyl valerate C(CCCC)(=O)OC1(CCC(CC1)C(C)C)C